C(C)(C)(C)OC(NCCC1=CC=C(C=C1)C(NC1=CN=C(S1)Br)=O)=O {2-[4-(2-bromo-thiazol-5-ylcarbamoyl)-phenyl]-ethyl}-carbamic acid tert-butyl ester